C(C)(=O)N1\C(\C(C2=CC=CC=C12)=O)=C/C=1SC2=C(N1)C=C(C=C2)\C=C\C(=O)N2CCOCC2 (Z)-1-acetyl-2-((5-((E)-3-morpholino-3-oxoprop-1-en-1-yl)benzo[d]thiazol-2-yl)-methylene)indolin-3-one